3-chloro-1-methyl-5-nitro-1H-pyrazolo[3,4-b]pyridine ClC1=NN(C2=NC=C(C=C21)[N+](=O)[O-])C